C(CCCCCCCCCCCCCCCCC)(=O)[O-].[Mg+2].O=C([C@H](O)[C@@H](O)[C@H](O)[C@H](O)CO)[O-].[Ca+2] Calcium gluconate Magnesium stearate